C(#N)C=1C=C2C(=NC1)[C@@H](CO2)NC(CN2C(NC1=CC=C(C(=C1C2)F)F)=O)=O |o1:8| rel-N-[(3S)-6-cyano-2H,3H-furo[3,2-b]pyridin-3-yl]-2-(5,6-difluoro-2-oxo-1,4-dihydroquinazolin-3-yl)acetamide